N1=C(C=NC=C1)C1=NC(=CC(=C1)C(=O)O)C1=NC=CN=C1 2,6-bis(2-pyrazinyl)pyridine-4-formic acid